ClC1=CC2=C(N=C(N=C2C23CC(C2)(C3)C(F)(F)F)[C@@H]3C[C@@H](OCC3)C=3C=CC(N(C3)C([2H])([2H])[2H])=O)N=C1C 5-((2R,4S)-4-(6-chloro-7-methyl-4-(3-(trifluoromethyl)bicyclo[1.1.1]pentan-1-yl)pyrido[2,3-d]pyrimidin-2-yl)tetrahydro-2H-pyran-2-yl)-1-(methyl-d3)pyridin-2(1H)-one